ClC1=CC=C(C=C1)C1=NC(OC1=O)C(F)(F)F 4-(4-chlorophenyl)-2-trifluoromethyl-3-oxazolin-5-one